CC1=C(C=C2C=CN(C2=C1)C1=CC=C(C=C1)S(=O)(=O)C)C#N 6-methyl-1-(4-(methylsulfonyl)phenyl)-1H-indole-5-carbonitrile